ClC1=C(C=CC(=C1)C(=O)N1[C@H]([C@@H](N(CC1)C1=CC(=CC=C1)Cl)C)C)[S@](=O)CC(=O)C1=C(C=C(C=C1)F)F |&1:24| (±)-2-((2-Chloro-4-(4-(3-chlorophenyl)-trans-2,3-dimethylpiperazine-1-carbonyl)phenyl)sulfinyl)-1-(2,4-difluorophenyl)ethan-1-one